ONC(C=CC1=CC=C(C=C1)CN1C(N(C(C2=CC=CC=C12)=O)C1=CC=C(C=C1)O)=O)=O N-hydroxy-3-(4-((3-(4-hydroxyphenyl)-2,4-dioxo-3,4-dihydroquinazolin-1(2H)-yl)methyl)phenyl)acrylamide